2-(azepan-1-yl)-N-(5-cyano-3-pyridyl)-5-(trifluoromethyl)-pyridine-3-carboxamide N1(CCCCCC1)C1=NC=C(C=C1C(=O)NC=1C=NC=C(C1)C#N)C(F)(F)F